C(C)(C)N(C(CC(=O)C)=O)C(C)C N,N-diisopropylacetoacetamide